C(C1=CC=CC=C1)NC1=C2N=CN(C2=NC(=N1)C(C)C)[C@H]1[C@@H]([C@@H]([C@H](O1)C(=O)NC([2H])([2H])[2H])O)O (2S,3S,4R,5R)-5-(6-(benzylamino)-2-isopropyl-9H-purin-9-yl)-3,4-dihydroxyl-N-(methyl-d3)-tetrahydrofuran-2-formamide